3-(3-bromo-2-hydroxyphenylamino)-1-(4-methoxybenzyl)piperidine-2,6-dione BrC=1C(=C(C=CC1)NC1C(N(C(CC1)=O)CC1=CC=C(C=C1)OC)=O)O